tert-butyl (3S)-3-(1-cyanopropyl)pyrrolidine-1-carboxylate C(#N)C(CC)[C@H]1CN(CC1)C(=O)OC(C)(C)C